BrC1=CC(=CC(=C1)Cl)Br 1,3-dibromo-5-chloro-benzene